C12C(CC(C=C1)C2)CC(O)C=2N1C(SC2C2CC2)=CN=C1 2-bicyclo[2.2.1]hept-5-en-2-yl-1-(2-cyclopropyl-imidazo[5,1-b]thiazol-3-yl)-ethanol